[2-(ethylsulfanyl)-N-(2-pyridylmethyl)ethylamine] ruthenium (II) dichloride [Ru](Cl)Cl.C(C)SCCNCC1=NC=CC=C1